ClC=1C=CC(=C(C(=O)N[C@H](C(C(NCC2=NNC=N2)=O)=O)C[C@H]2C(N[C@@H](C2)C)=O)C1)NC(CCC(F)(F)F)=O 5-chloro-N-[(1S)-1-[[(3S,5R)-5-methyl-2-oxo-pyrrolidin-3-yl]methyl]-2,3-dioxo-3-(1H-1,2,4-triazol-3-ylmethylamino)propyl]-2-(4,4,4-trifluorobutanoylamino)benzamide